ClC=1C=C(C=C(C1OC1=NNC(C(=C1)C(=C)C)=O)Cl)N1N=C(C(NC1=O)=O)C(=O)OC methyl 2-(3,5-dichloro-4-((6-oxo-5-(prop-1-en-2-yl)-1,6-dihydropyridazin-3-yl)oxy)phenyl)-3,5-dioxo-2,3,4,5-tetrahydro-1,2,4-triazine-6-carboxylate